2-hydroxy-N-decylacetamide OCC(=O)NCCCCCCCCCC